BrC=1C=C(C=C(C1)Cl)C1SCC(N1C1=C(C=CC(=C1)F)C)=O 2-(3-Bromo-5-chlorophenyl)-3-(5-fluoro-2-methyl-phenyl)-thiazolidin-4-one